diglycerine monocaprylate C(CCCCCCC)(=O)O.OCC(O)CO.OCC(O)CO